3-hydroxy-3-(5H-imidazo[5,1-a]isoindol-5-yl)piperidine-1-carboxylic acid tert-butyl ester C(C)(C)(C)OC(=O)N1CC(CCC1)(C1N2C(C3=CC=CC=C13)=CN=C2)O